C(C=C)(=O)N1C[C@H](OC[C@@H]1C)C1=CC(=NC(=C1)Cl)C1=CC(=NC=N1)C(=O)NC 6-(4-((2R,5S)-4-acryloyl-5-methylmorpholin-2-yl)-6-chloropyridin-2-yl)-N-methylpyrimidine-4-carboxamide